tert-butyl ((1R)-2-hydroxy-2-methyl-1-(4-((2-methylpentyl)oxy)phenyl)propyl)carbamate OC([C@@H](C1=CC=C(C=C1)OCC(CCC)C)NC(OC(C)(C)C)=O)(C)C